OC(C)C=1C(OC2=CC(=CC=C2C1)[N+](=O)[O-])=O 3-(1-hydroxyethyl)-7-nitro-2H-chromen-2-one